OC(CN1CCCC1)COC 1-(2-hydroxy-3-methoxypropyl)pyrrolidine